OCC1CN(C(O1)=C(C=C1NC2=CC=CC=C2C1=O)C#N)C 2-[2-[5-(hydroxymethyl)-3-methyl-1,3-oxazolidin-2-ylidene]-2-cyanoethylidene]indolin-3-one